C(C)(C)NCC(CCCNC(C)C)C N1,N5-diisopropyl-2-methylpentane-1,5-diamine